2-(4-chloro-3-fluorophenoxy)-N-(3-hydroxy-4-{2-[4-(trifluoromethyl)phenyl]acetamido}bicyclo[2.2.2]octan-1-yl)acetamide ClC1=C(C=C(OCC(=O)NC23CC(C(CC2)(CC3)NC(CC3=CC=C(C=C3)C(F)(F)F)=O)O)C=C1)F